4-methylsulfonyl-2-pyridone CS(=O)(=O)C1=CC(NC=C1)=O